NC1=CC=C(C(=O)NC=2C=NC(=CC2)C)C=C1 4-amino-N-(6-methylpyridin-3-yl)benzamide